C(C)(C)OC(C)(C)C=1N=C(SC1)NC(=O)C=1N(C=CC1)CC=1C=NC=CC1 N-(4-(2-isopropoxypropan-2-yl)thiazol-2-yl)-1-(pyridin-3-ylmethyl)-1H-pyrrole-2-carboxamide